4,4-dimethylcyclohexan-1-amine CC1(CCC(CC1)N)C